C(C)OC(=O)C1OC1C1=CC=C(C=C1)OCCOCCOCCOCC.C(C)OCCOCCOCCOC1=CC=C(C=C1)CC(C(=O)OCC)O ethyl 3-(4-{2-[2-(2-ethoxyethoxy)ethoxy]ethoxy}phenyl)-2-hydroxypropanoate ethyl-3-(4-{2-[2-(2-ethoxyethoxy)ethoxy]ethoxy}phenyl)oxirane-2-carboxylate